FC1=CC=C(CN2C3=CC=CC=C3C=3C=CN=C(C23)CNC2=NC=CC=3C4=CC=CC=C4NC23)C=C1 N-{[9-(4-fluorobenzyl)-beta-carbolin-1-yl]methyl}-beta-carbolin-1-amine